2-(pyridin-4-yl)benzo[d]oxazole N1=CC=C(C=C1)C=1OC2=C(N1)C=CC=C2